(5R)-3-[2-[(3,3-dimethyl-1H-isobenzofuran-5-yl)oxy]pyrimidin-5-yl]-5-ethyl-5-methyl-imidazolidine-2,4-dione CC1(OCC2=CC=C(C=C12)OC1=NC=C(C=N1)N1C(N[C@](C1=O)(C)CC)=O)C